Diglyceryl Phosphate P(=O)(OCC(O)CO)(OCC(O)CO)[O-]